COC1=CC=C(C(=O)C2=C(C#N)C=CC=C2)C=C1 (4-methoxybenzoyl)benzonitrile